(R)-N-(3-(2-((1-hydroxypropan-2-yl)amino)-6-morpholinopyridin-4-yl)-4-methylphenyl)-6-isopropylpyrazine-2-carboxamide OC[C@@H](C)NC1=NC(=CC(=C1)C=1C=C(C=CC1C)NC(=O)C1=NC(=CN=C1)C(C)C)N1CCOCC1